5-(2-chloro-4-fluorobenzyl)-4-(cyclohexylmethyl)-2-methyl-2,4-dihydro-3H-1,2,4-triazol-3-one ClC1=C(CC=2N(C(N(N2)C)=O)CC2CCCCC2)C=CC(=C1)F